6-allyloxy-3-(3-nitro-pyrazol-1-yl)-1,6-diaza-bicyclo[3.2.1]oct-3-en-7-one C(C=C)ON1C2C=C(CN(C1=O)C2)N2N=C(C=C2)[N+](=O)[O-]